N-(5-bromo-2-(trifluoromethyl)phenyl)acrylamide BrC=1C=CC(=C(C1)NC(C=C)=O)C(F)(F)F